3-chloro-6-[6-(dimethylphosphoryl)-4-methylpyridin-3-yl]-7-fluoro-N-[(1R)-1-(2-fluorophenyl)ethyl]-2-methyl-1,5-naphthyridin-4-amine ClC=1C(=NC2=CC(=C(N=C2C1N[C@H](C)C1=C(C=CC=C1)F)C=1C=NC(=CC1C)P(=O)(C)C)F)C